2-(4-chloro-3-fluorophenoxy)-N-[(2S)-2-hydroxy-4-(methylamino)bicyclo[2.2.2]oct-1-yl]acetamide ClC1=C(C=C(OCC(=O)NC23[C@H](CC(CC2)(CC3)NC)O)C=C1)F